COC=1C=C2C(=CNC2=CC1)C1(NC2=CC=CC=C2C1=O)C1=CC=CC=C1 2-(5-methoxy-1H-indol-3-yl)-2-phenyl-indol-3-one